N-(3,5-dibromopyridin-2-yl)-3-difluoromethoxy-4-methoxybenzamide BrC=1C(=NC=C(C1)Br)NC(C1=CC(=C(C=C1)OC)OC(F)F)=O